CN(C)CC1CN(CCC1(C1=CC(=CC=C1)OC)O)C(=O)C1(CCCC1)C1=CC=CC=C1 (3-((dimethylamino)methyl)-4-hydroxy-4-(3-methoxyphenyl)piperidin-1-yl)(1-phenylcyclopentyl)methanone